7-(1-(5-fluoro-2-methylpyridin-3-yl)piperidin-4-yl)-3-methyl-5-((3-(trifluoromethyl)pyrazin-2-yl)methyl)pyrido[2,3-b]pyrazin-6(5H)-one FC=1C=C(C(=NC1)C)N1CCC(CC1)C1=CC=2C(=NC(=CN2)C)N(C1=O)CC1=NC=CN=C1C(F)(F)F